(S)-2-(2-(1-methyl-1H-indazol-6-ylamino)-5-(1,3,4-oxadiazol-2-yl)pyrimidin-4-ylamino)-2-phenylethanol CN1N=CC2=CC=C(C=C12)NC1=NC=C(C(=N1)N[C@H](CO)C1=CC=CC=C1)C=1OC=NN1